C(C)(C)(C)[Si](OCC1(CC1)S(=O)(=O)C1(CC1)C=C)(C1=CC=CC=C1)C1=CC=CC=C1 tert-butyldiphenyl((1-((1-vinylcyclopropyl)sulfonyl)cyclopropyl)methoxy)silane